fluorenylmethoxycarbonyl-O-tert-butyl-L-serine C1(=CC=CC=2C3=CC=CC=C3CC12)COC(=O)N[C@@H](COC(C)(C)C)C(=O)O